C1(=CC=CC=C1)P1(C=CCC1)=O 1-phenylphospholene-1-oxide